C(C)(C)(C)OC(=O)NCCCCN(C/C=C/C(=O)O)C (E)-4-[4-(tert-butoxycarbonylamino)butyl-methyl-amino]but-2-enoic acid